2-{6-chloro-4-[4-fluoro-2-(4-methyl-1,2,4-triazol-3-yl)phenyl]Pyridin-2-yl}-7-(trifluoromethyl)-1H-1,3-benzodiazole-5-carbaldehyde ClC1=CC(=CC(=N1)C1=NC2=C(N1)C(=CC(=C2)C=O)C(F)(F)F)C2=C(C=C(C=C2)F)C2=NN=CN2C